OC1=CC=C(C=C1)C=1C(=NC2=CC=CC=C2C1)O (4-hydroxyphenyl)-2-hydroxyquinoline